ClC=1C(=CC(=NC1)NC(C)C)C=1C=C(NC1)C(=O)NCC1=C(C=CC=C1)CO 4-(5-chloro-2-(isopropylamino)pyridin-4-yl)-N-(2-(hydroxymethyl)benzyl)-1H-pyrrole-2-carboxamide